N-[4-(3-cyanophenyl)-5-(7-methyl-3-trityl-benzotriazol-5-yl)thiazol-2-yl]-2-oxa-6-azaspiro[3.3]heptane-6-carboxamide C(#N)C=1C=C(C=CC1)C=1N=C(SC1C1=CC2=C(N=NN2C(C2=CC=CC=C2)(C2=CC=CC=C2)C2=CC=CC=C2)C(=C1)C)NC(=O)N1CC2(COC2)C1